CN1N=C(C=C1C)N(C=1N=C(C2=C(N1)C1=C(O2)N=CC=C1)N1CCOCC1)C N-(1,5-Dimethyl-1H-pyrazol-3-yl)-N-methyl-4-morpholinopyrido[3',2':4,5]furo[3,2-d]pyrimidin-2-amine